benzyl ((1r,4r)-4-((2-aminoethyl)amino)cyclohexyl)carbamate NCCNC1CCC(CC1)NC(OCC1=CC=CC=C1)=O